Tert-butyl 3-methoxy-1H-pyrazole-1-carboxylate COC1=NN(C=C1)C(=O)OC(C)(C)C